p-benzoquinone-2-carboxylic acid C1(C(=CC(C=C1)=O)C(=O)O)=O